ClC1=CC(=C(C=C1)C1=NC(=NC2=C1N=C(N(C2=O)C)C)[C@H]2C[C@H](OCC2)C2=CC(=NC=C2)C)F 8-(4-chloro-2-fluorophenyl)-2,3-dimethyl-6-[(2S,4R)-2-(2-methylpyridin-4-yl)oxan-4-yl]-3H,4H-pyrimido[5,4-d][1,3]diazin-4-one